C(C)(C)(C)C=1C=CC=2NC3=CC=C(C=C3C2C1)C(C)(C)C 3,6-Bis-t-butyl-9H-carbazole